3-(2-amino-6-(1-(3-bromobenzyl)-2-oxo-1,2-dihydropyridin-4-yl)pyrimidin-4-yl)-2-methylbenzonitrile NC1=NC(=CC(=N1)C=1C(=C(C#N)C=CC1)C)C1=CC(N(C=C1)CC1=CC(=CC=C1)Br)=O